S1C(=NC2=C1C=CC=C2)NC(C2=C(C=CC1=CC=CC=C21)O)C=2C(=NC(=NC2Cl)Cl)Cl 1-((benzo[d]thiazol-2-ylamino)(2,4,6-trichloropyrimidin-5-yl)methyl)naphthalen-2-ol